ClC1=C(C=C(C=C1C1=CC(=CC=2C3=CC(=CC=C3N(C12)C)C1=C(C=CC=C1)C)C1=C(C=CC=C1)C)Cl)N1C=2C=CC(=CC2C=2C3=C(C(=CC12)C1=C(C=CC=C1C)C)C=CC=C3)C3=C(C=CC=C3C)C 7-(2,5-dichloro-3-(9-methyl-3,6-di-o-tolyl-9H-carbazol-1-yl)phenyl)-5,10-bis(2,6-dimethylphenyl)-7H-benzo[c]carbazole